CC=1C=C(C(=O)C2=CC(CC3=C(N2)C=CC=C3)=O)C=CC1 2-(3-Methylbenzoyl)-1,5-dihydro-4H-benzo[b]azepine-4-One